C(C)(C)(C)OC(NCCCCCN1N=C(C(=C1)[N+](=O)[O-])OC)=O [5-(3-methoxy-4-nitro-pyrazol-1-yl)pentyl]carbamic acid tert-butyl ester